BrC=1SC(=CC1C(=O)O)Br 2,5-dibromothiophene-3-carboxylic acid